5,5-dimethyl-3-[2-({4-methyl-3-[(trifluoromethyl)oxy]phenyl}oxy)-5-pyrimidinyl]-2,4-imidazolidinedione CC1(C(N(C(N1)=O)C=1C=NC(=NC1)OC1=CC(=C(C=C1)C)OC(F)(F)F)=O)C